C(C)(C)(C)OC(=O)N1CC2N(C=3C(=C4C=NC=NC4=CC3)OC2)CC1 6a,7,9,10-tetrahydropyrazino[1',2':4,5][1,4]oxazino[2,3-f]quinazolin-8(6H)-carboxylic acid tert-butyl ester